CN1C=NC=2C1=NC(=CC2NC2=NC=C(C=C2)S(=O)(=O)C)NC(C(C)C)C(F)(F)F 3-methyl-N7-(5-methanesulfonyl-2-pyridinyl)-N5-[2-methyl-1-(trifluoromethyl)propyl]imidazo[4,5-b]pyridine-5,7-diamine